[C@H]1([C@H](O)[C@@H](O)[C@H](O)CO1)O[C@@H](C=O)[C@@H](O)[C@H](O)CO 2-O-α-D-xylopyranosyl-D-xylose